1-(2-bromoethoxy)-2-methoxybenzene BrCCOC1=C(C=CC=C1)OC